C[C@H]1NC(C=2N(C1C)N=C(C2)C(=O)OC)=O methyl (6R)-6,7-dimethyl-4-oxo-6,7-dihydro-5H-pyrazolo[1,5-a]pyrazine-2-carboxylate